5-ethyl-5-(1-methylbutyl)malonylurea CCCC(C)C1(C(=O)NC(=O)NC1=O)CC